(E)-3-(4-(diphenylamino) phenyl)-1-(benzothiazol-2-yl) propylene ethyl (6R)-6-[4-[3-[cyclobutyl(methyl)amino]-2-pyridyl]piperazin-1-yl]-2-azaspiro[3.4]octane-2-carboxylate C1(CCC1)N(C=1C(=NC=CC1)N1CCN(CC1)[C@H]1CC2(CN(C2)C(=O)OCC)CC1)C.C1(=CC=CC=C1)N(C1=CC=C(C=C1)C/C=C/C=1SC2=C(N1)C=CC=C2)C2=CC=CC=C2